2-(3-((1S,2R)-1-fluoro-1-(4-methyl-4H-1,2,4-triazol-3-yl)propan-2-yl)phenyl)-4-(trifluoromethyl)isoindolin-1-one F[C@@H]([C@H](C)C=1C=C(C=CC1)N1C(C2=CC=CC(=C2C1)C(F)(F)F)=O)C1=NN=CN1C